BrC=1C=C(C=2C=NN(C2C1)C=1SC(=NN1)C(F)F)N(C)C 6-bromo-1-[5-(difluoromethyl)-1,3,4-thiadiazol-2-yl]-N,N-dimethylindazol-4-amine